3-[[4-[(2R)-2-[[5-(3,3-dimethylazetidin-1-yl)pyrimidin-2-yl]methylamino]-3-(1-methylcyclopropyl)propoxy]-6-(2,6-dimethylphenyl)pyrimidin-2-yl]sulfamoyl]benzoic acid CC1(CN(C1)C=1C=NC(=NC1)CN[C@@H](COC1=NC(=NC(=C1)C1=C(C=CC=C1C)C)NS(=O)(=O)C=1C=C(C(=O)O)C=CC1)CC1(CC1)C)C